BrC=1C(=CC(=C(C1)NC(=O)C1C2CC=3C(=CNC(C3)=O)C1CC2)F)C(F)(F)F N-(5-bromo-2-fluoro-4-(trifluoromethyl)phenyl)-3-oxo-3,5,6,7,8,9-hexahydro-2H-6,9-methano-cyclohepta[c]pyridine-10-carboxamide